2,2'-azobis-(2-methyl-N-[1,1-bis-(hydroxymethyl)-2-hydroxyethyl]propionamide) N(=NC(C(=O)NC(CO)(CO)CO)(C)C)C(C(=O)NC(CO)(CO)CO)(C)C